tert-butyl (2-(7-bromo-3-oxo-2,3-dihydro-4H-benzo[b][1,4]oxazin-4-yl)ethyl)(methyl)carbamate BrC=1C=CC2=C(OCC(N2CCN(C(OC(C)(C)C)=O)C)=O)C1